C(C)N1N=C(C(=C1C)C(=O)NN)C 1-ethyl-3,5-dimethyl-1H-pyrazole-4-carboxylic acid hydrazide